1H-pyrrolo[2,3-b]pyridine-3-sulfonyl chloride N1C=C(C=2C1=NC=CC2)S(=O)(=O)Cl